C(=C)(C)C tert-butene